[Si](C)(C)(C(C)(C)C)OCCN1C[C@H](NS1(=O)=O)C(=O)N(C)C1=CC(=C(C=C1)F)Cl (S)-5-(2-((tert-Butyldimethylsilyl)oxy)ethyl)-N-(3-chloro-4-fluorophenyl)-N-methyl-1,2,5-thiadiazolidine-3-carboxamide 1,1-dioxide